N-(4-((5-(4-hydroxy-3,5-dimethylphenyl)-1H-pyrazol-3-yl)amino)-3-methylphenyl)acetamide OC1=C(C=C(C=C1C)C1=CC(=NN1)NC1=C(C=C(C=C1)NC(C)=O)C)C